ClC1=C(C=CC(=C1)C(F)(F)F)N1C=2N(CC(C1)CC(C(=O)N)=C)N=CC2 ((4-(2-chloro-4-(trifluoromethyl)phenyl)-4,5,6,7-tetrahydropyrazolo[1,5-a]pyrimidin-6-yl)methyl)acrylamide